2,3-bis(4-nitrophenyl)tetrazolium [N+](=O)([O-])C1=CC=C(C=C1)N1[NH2+]C=NN1C1=CC=C(C=C1)[N+](=O)[O-]